N-(3,5-difluoro-4-((6S,7S)-7-isobutyl-8-methyl-6,7,8,9-tetrahydro-3H-pyrazolo[3,4-h]isoquinolin-6-yl)phenyl)azetidin-3-amine FC=1C=C(C=C(C1[C@H]1[C@@H](N(CC=2C3=C(C=CC12)NN=C3)C)CC(C)C)F)NC3CNC3